COC=1C=C(C=CC1OC)C1=C(N(C2=CN=C(C=C21)C2CCN(CC2)C2CCN(CC2)C(=O)C2=CC=CC=C2)C)C (4-(3-(3,4-Dimethoxyphenyl)-1,2-dimethyl-1H-pyrrolo[2,3-c]pyridin-5-yl)-[1,4'-bipiperidin]-1'-yl)(phenyl)methanon